(5-(N-((2,6-diisopropylphenyl)carbamoyl)sulfamoyl)-2-methylphenyl)boronic acid C(C)(C)C1=C(C(=CC=C1)C(C)C)NC(=O)NS(=O)(=O)C=1C=CC(=C(C1)B(O)O)C